6-bromo-8-methoxy-1,2,3,4-tetrahydroisoquinoline hydrochloride Cl.BrC=1C=C2CCNCC2=C(C1)OC